C(=O)(C=C)N1C[C@@](NCC1)(C(=O)OC1=CC=C2C(=NC(=NC2=C1)OC)N1CCN(CC1)C1=CC=C(C=C1)Cl)C 4-(4-(4-chlorophenyl) piperazin-1-yl)-2-methoxyquinazolin-7-yl (R)-4-acryl-2-methylpiperazine-2-carboxylate